{4-[dimethoxy-(4-phenylthiophenyl)methyl]phenyl}ethylmethylsulfonium-4-(3-hydroxyadamantylcarbonyloxy)-1,1,2-trifluorobutanesulfonate salt OC12CC3(CC(CC(C1)C3)C2)C(=O)OCCC(C(S(=O)(=O)[O-])(F)F)F.COC(C2=CC=C(C=C2)CC[SH+]C)(C=2SC=C(C2)C2=CC=CC=C2)OC